(R)-N-[(1R)-1-(2-ethyl-sulfanyl-3,6-dimethyl-4-oxo-chromen-8-yl)ethyl]-2-methyl-propane-2-sulfinamide C(C)C=1OC2=C(C=C(C(=C2C(C1C)=O)S)C)[C@@H](C)N[S@](=O)C(C)(C)C